3,3'-diaminostilbene NC=1C=C(C=CC1)C=CC1=CC(=CC=C1)N